(4-oxo-4H-quinolin-1-yl)-acetohydrazide O=C1C=CN(C2=CC=CC=C12)CC(=O)NN